3-Amino-N-cyclopentyl-8-(2-fluoro-6-methoxyphenyl)imidazo[1,2-a]pyridine-2-carboxamide NC1=C(N=C2N1C=CC=C2C2=C(C=CC=C2OC)F)C(=O)NC2CCCC2